BrC=1C=C2N(CC3(NC2=O)CC3)C1 7'-bromo-4'H-spiro[cyclopropane-1,3'-pyrrolo[1,2-a]pyrazin]-1'(2'H)-one